Ethyl 2-(2,6-dimethyl-4-((5-oxo-4-(4-(trifluoromethyl) phenyl)-4,5-dihydro-1H-1,2,4-triazol-1-yl) methyl) phenoxy)-2-methylpropionate CC1=C(OC(C(=O)OCC)(C)C)C(=CC(=C1)CN1N=CN(C1=O)C1=CC=C(C=C1)C(F)(F)F)C